ClC1=C2C(=C(C(N(C2=CC=C1)C)=O)C(=O)N(C1=CC=C(C=C1)O)CC)O 5-chloro-N-ethyl-4-hydroxy-N-(4-hydroxyphenyl)-1-methyl-2-oxo-1,2-dihydroquinoline-3-carboxamide